(R)-N-(4-(2-(4-chlorophenyl)but-3-yn-2-yl)thiazol-2-yl)-3-(3-fluoro-4-(piperazin-1-yl)phenyl)azetidine-1-carboxamide ClC1=CC=C(C=C1)[C@@](C)(C#C)C=1N=C(SC1)NC(=O)N1CC(C1)C1=CC(=C(C=C1)N1CCNCC1)F